(S,Z)-1-((5-chloro-3'-((3-methoxybenzyl)oxy)-[1,1'-biphenyl]-2-yl)sulfonyl)-4-fluoro-N-(4-(methylsulfonyl)but-3-en-2-yl)piperidine-4-carboxamide ClC=1C=CC(=C(C1)C1=CC(=CC=C1)OCC1=CC(=CC=C1)OC)S(=O)(=O)N1CCC(CC1)(C(=O)N[C@@H](C)\C=C/S(=O)(=O)C)F